C(=O)O.C1C(CC12CCC2)NC2=CC=C1CCN(CC1=C2)C(C=C)=O 1-(7-(spiro[3.3]heptan-2-ylamino)-3,4-dihydroisoquinolin-2(1H)-yl)prop-2-en-1-one formate